N-{2-[3-chloro-5-(trifluoromethyl)-2-pyridyl]ethyl}-α,α,α-trifluoro-ortho-toluamide ClC=1C(=NC=C(C1)C(F)(F)F)CCNC(=O)C=1C(=CC=CC1)C(F)(F)F